6-[2-(3,4-dimethoxyphenyl)ethyl]-4-hydroxypyridazin-3(2H)-one COC=1C=C(C=CC1OC)CCC=1C=C(C(NN1)=O)O